CN1N=C(C(=C1)C1=CC=C(N=N1)OCC1C[C@@H]2[C@@H](CN(C2)CC2=NC=CC=C2)C1)C (3aR,6aS)-5-[[6-(1,3-dimethylpyrazol-4-yl)pyridazin-3-yl]oxymethyl]-2-(2-pyridylmethyl)-3,3a,4,5,6,6a-hexahydro-1H-cyclopenta[c]pyrrole